(S)-5-bromo-1-penten-4-yn-3-ol BrC#C[C@H](C=C)O